ethyl 2-(5-isopropyl-2-(trifluoromethoxy)phenyl)acetate C(C)(C)C=1C=CC(=C(C1)CC(=O)OCC)OC(F)(F)F